ClC1=CC2=C(C=C3N2C(=NN(C3=O)CC(=O)N[C@@H]3COCC3)C(C)C)S1 (S)-2-(2-Chloro-5-isopropyl-8-oxothieno[2',3':4,5]pyrrolo[1,2-d][1,2,4]triazin-7(8H)-yl)-N-(tetrahydrofuran-3-yl)acetamid